N-methoxy-N-methyl-4-[5-(trifluoromethyl)-1,2,4-oxadiazol-3-yl]benzamide 2-hydroxy-5-methoxy-3-(5-(trifluoromethyl)-2H-benzo[d][1,2,3]triazol-2-yl)benzyl-methacrylate OC1=C(COC(C(=C)C)=O)C=C(C=C1N1N=C2C(=N1)C=CC(=C2)C(F)(F)F)OC.CON(C(C2=CC=C(C=C2)C2=NOC(=N2)C(F)(F)F)=O)C